S-(1-naphthylmethyl) thioacrylate C(C=C)(=O)SCC1=CC=CC2=CC=CC=C12